C(C)OC(=O)NC(N(CCOC(C)C)C1=C(NC(=C1)Cl)C(=O)OCC)=S Ethyl 3-(3-(ethoxycarbonyl)-1-(2-isopropoxyethyl) thioureido)-5-chloro-1H-pyrrole-2-carboxylate